3,6-Diamino-acridine NC=1C=CC2=CC3=CC=C(C=C3N=C2C1)N